8-Chloro-2-[1-[1-(2,2-difluoroethyl)azetidin-3-yl]pyrazol-4-yl]-7-[(2-methyl-3H-benzimidazol-5-yl)oxy]quinoxaline ClC=1C(=CC=C2N=CC(=NC12)C=1C=NN(C1)C1CN(C1)CC(F)F)OC1=CC2=C(N=C(N2)C)C=C1